para-hydroxyphenylglycine OC1=CC=C(C(N)C(=O)O)C=C1